C1(=CC=CC=C1)N1C=[N+](C=C1)C1=C(C=C(C=C1C)C)C 1-phenyl-3-(2,4,6-trimethylphenyl)-1H-imidazolium